3-(5-((3-benzhydryl-3,6-diazabicyclo[3.1.1]heptan-6-yl)methyl)-4-fluoro-1-oxoisoindolin-2-yl)piperidine-2,6-dione C(C1=CC=CC=C1)(C1=CC=CC=C1)N1CC2N(C(C1)C2)CC=2C(=C1CN(C(C1=CC2)=O)C2C(NC(CC2)=O)=O)F